4-[[3-[4-(difluoromethoxy)-2,3-difluorophenyl]imidazo[1,2-a]pyrazin-8-yl]amino]-2-ethyl-N-[(3-hydroxyazetidin-3-yl)methyl]benzamide FC(OC1=C(C(=C(C=C1)C1=CN=C2N1C=CN=C2NC2=CC(=C(C(=O)NCC1(CNC1)O)C=C2)CC)F)F)F